C(C1=CC=CC=C1)OC1=CC(=NC=2C=CN=C(C12)C#N)C1=C(C=C(C(=C1)Cl)[C@](C(F)(F)F)(C)CO)C |r| rac-4-benzyloxy-2-[5-chloro-2-methyl-4-[2,2,2-trifluoro-1-(hydroxymethyl)-1-methyl-ethyl]phenyl]-1,6-naphthyridine-5-carbonitrile